COC1=NC(=NC(=C1)OC)SC 4,6-dimethoxy-2-methylmercaptopyrimidine